ClC=1C=C2C(=NC1)N(C=C2)C 5-chloro-1-methyl-1H-pyrrolo[2,3-b]pyridine